2-(9H-carbazole-9-yl)-4,5-dimethylaniline C1=CC=CC=2C3=CC=CC=C3N(C12)C1=C(N)C=C(C(=C1)C)C